[Si](C1=CC=CC=C1)(C1=CC=CC=C1)(C(C)(C)C)OCC(CO)(C)N(C)C 3-((tert-butyldiphenylsilyl)oxy)-2-(dimethylamino)-2-methylpropan-1-ol